(2S,3R,5S)-3-methyl-2,3,4,5-tetrahydro-2,5-methanobenzo[f][1,4]oxazepine C[C@@H]1[C@H]2OC3=C([C@@H](N1)C2)C=CC=C3